C(C)(C)(C)C1=CC(=NO1)NC(NC=1C=CC2=C(C=C(O2)C(=O)C=2NC3=CC=C(C(=C3C2)CN2CCC(CC2)NC(OC(C)(C)C)=O)O)C1)=O tert-Butyl (1-((2-(5-(3-(5-(tert-butyl)isoxazol-3-yl)ureido)benzofuran-2-carbonyl)-5-hydroxy-1H-indol-4-yl)methyl)piperidin-4-yl)carbamate